C(C1=CC=CC=C1)(=O)N1C(N(C=CC1=O)C1CC1)=O 3-benzoyl-1-cyclopropylpyrimidine-2,4(1H,3H)-dione